(2R)-6-chloro-4-oxo-N-[(1R,4R)-4-{2-oxo-3-[3-(trifluoromethoxy)cyclobutyl]imidazolidin-1-yl}cyclohexyl]-3,4-dihydro-2H-1-benzopyran-2-carboxamide ClC=1C=CC2=C(C(C[C@@H](O2)C(=O)NC2CCC(CC2)N2C(N(CC2)C2CC(C2)OC(F)(F)F)=O)=O)C1